4-(4-(4-nitrophenyl)-1-piperazinyl)phenol [N+](=O)([O-])C1=CC=C(C=C1)N1CCN(CC1)C1=CC=C(C=C1)O